(S)-2-(2-((3'-(1-amino-2-hydroxyethyl)-5'-fluoro-5-(6-azaspiro[2.5]octan-6-yl)-[1,1'-biphenyl]-3-yl)methoxy)phenyl)acetic acid N[C@H](CO)C=1C=C(C=C(C1)F)C1=CC(=CC(=C1)N1CCC2(CC2)CC1)COC1=C(C=CC=C1)CC(=O)O